C(OC=1C=C(C=CC1)NC(C)=O)([2H])([2H])[2H] N-(3-methoxy-d3-phenyl)acetamide